4-Methyl-6-(3-(methylamino)prop-1-yn-1-yl)pyridin-2-amine hydrochloride Cl.CC1=CC(=NC(=C1)C#CCNC)N